(R)-1-((6-aminopyridin-3-yl)methyl)-6-chloro-7-(2-(((3-chloropyridin-2-yl)oxy)methyl)pyrrolidin-1-yl)-4-oxo-1,4-dihydroquinoline-3-carboxylic acid NC1=CC=C(C=N1)CN1C=C(C(C2=CC(=C(C=C12)N1[C@H](CCC1)COC1=NC=CC=C1Cl)Cl)=O)C(=O)O